5-((2-(1H-indol-3-yl)ethyl)amino)-3-amino-N-carbamimidoyl-6-(pyridin-4-yl)pyrazine-2-carboxamide hydrochloride Cl.N1C=C(C2=CC=CC=C12)CCNC=1N=C(C(=NC1C1=CC=NC=C1)C(=O)NC(N)=N)N